BrC1=C(C=CC(=C1)C#N)C(C(=O)OC)C(=O)OC dimethyl 2-(2-bromo-4-cyanophenyl)malonate